FC1=CC=C(C=C1)NC(=O)N1CCS(CC1)(=O)=O N-(4-fluorophenyl)thiomorpholine-4-carboxamide 1,1-dioxide